ClC=1C=CC(=C2C=NN(C(C12)=O)C)C(C1CC2(CN(C2)CCNC2=CC=3N(C=C2F)C=NN3)C1)([2H])[2H] 8-chloro-5-[dideuterio-[2-[2-[(6-fluoro-[1,2,4]triazolo[4,3-a]pyridin-7-yl)amino]ethyl]-2-azaspiro[3.3]heptan-6-yl]methyl]-2-methyl-phthalazin-1-one